O=C1N(CC2(C1)CCN(CC2)C(=O)OC(C)(C)C)C=2C=NC(=CC2)C(F)(F)F tert-butyl 3-oxo-2-(6-(trifluoromethyl)pyridin-3-yl)-2,8-diazaspiro[4.5]decane-8-carboxylate